ethyl-(3-methoxy-4-benzyloxybenzoyl) acetate C(C)(=O)OC(C1=C(C(=C(C=C1)OCC1=CC=CC=C1)OC)CC)=O